C(C)(C)(C)OC(N[C@H]1CN(CC[C@@H]1F)C1=C2C(=C(NC2=C(C=C1F)C#N)C)C)=O ((3S,4S)-1-(7-cyano-5-fluoro-2,3-dimethyl-1H-indol-4-yl)-4-fluoropiperidin-3-yl)carbamic acid tert-butyl ester